(S)-3-((S)-sec-butyl)-4-(3-fluoroazetidine-1-carbonyl)-1,3,4,5-tetrahydro-2H-benzo[e][1,4]diazepin-2-one [C@H](C)(CC)[C@@H]1N(CC2=C(NC1=O)C=CC=C2)C(=O)N2CC(C2)F